[N+](=O)([O-])C1=NN(C=C1C=1C=C(C(=O)NC=2N(C=C(N2)CCC(NC2=CC=CC=C2)=O)C2=CC=CC=C2)C=CC1)COCC[Si](C)(C)C 3-(3-Nitro-1-((2-(trimethylsilyl)ethoxy)methyl)-1H-pyrazol-4-yl)-N-(4-(3-oxo-3-(phenylamino)propyl)-1-phenyl-1H-imidazol-2-yl)benzamide